4-[[(3R)-1,1-dioxothiolan-3-yl]amino]-N'-(2-ethyl-4-hydroxy-phenyl)-6-(6-methoxy-4-methyl-3-pyridyl)pyrrolo[1,2-b]pyridazine-3-carboxamidine formic acid salt C(=O)O.O=S1(C[C@@H](CC1)NC=1C=2N(N=CC1C(=NC1=C(C=C(C=C1)O)CC)N)C=C(C2)C=2C=NC(=CC2C)OC)=O